4-(6-(4-aminopiperidin-1-yl)-3-(3-hydroxy-4-methoxyphenyl)-4-(oxetane-3-yl-methoxy)pyridin-2-yl)-2-fluorobenzonitrile hydrochloride Cl.NC1CCN(CC1)C1=CC(=C(C(=N1)C1=CC(=C(C#N)C=C1)F)C1=CC(=C(C=C1)OC)O)OCC1COC1